C(C)(C)(C)OC(N(C1=NC(=NN2C1=CC=C2C2CCOCC2)Cl)CC2=CC=CC=C2)=O.ClC2=CC=C(C=N2)S(=O)(=O)NC=2C=CC=C1C=NN(C21)C 6-chloro-N-(1-methylindazol-7-yl)pyridine-3-sulfonamide tert-butyl-benzyl(2-chloro-7-(tetrahydro-2H-pyran-4-yl)pyrrolo[2,1-f][1,2,4]triazin-4-yl)carbamate